BrC=1C=NC(=C(C(=O)O)C1)N1CCN(CC1)CCO 5-bromo-2-[4-(2-hydroxyethyl)-piperazin-1-yl]-nicotinic acid